1-(6-(azetidin-1-yl)-4-methylpyridin-3-yl)-6-chloro-7-(5,7-dihydro-6H-pyrrolo[3,4-b]pyridin-6-yl)-4-oxo-1,4-dihydro-1,8-naphthyridine-3-carboxylic acid ethyl ester C(C)OC(=O)C1=CN(C2=NC(=C(C=C2C1=O)Cl)N1CC2=NC=CC=C2C1)C=1C=NC(=CC1C)N1CCC1